Tri-n-tridecyl-trimellitic acid C(CCCCCCCCCCCC)C=1C(=C(C(=C(C1C(=O)O)C(=O)O)CCCCCCCCCCCCC)C(=O)O)CCCCCCCCCCCCC